zinc (II) dineodecanoate C(CCCCCC(C)(C)C)(=O)[O-].C(CCCCCC(C)(C)C)(=O)[O-].[Zn+2]